2-[(1-methyl-1H-indol-3-yl)methyl]aniline CN1C=C(C2=CC=CC=C12)CC1=C(N)C=CC=C1